COC1=C2CC(CC2=CC=C1)N 4-methoxy-2,3-dihydro-1H-inden-2-amine